ethyl [(3S)-1-(5'-methoxy-2'-oxo-1',2'-dihydrospiro[cyclohexane-1,3'-indol]-4-yl)pyrrolidin-3-yl]carbamate COC=1C=C2C3(C(NC2=CC1)=O)CCC(CC3)N3C[C@H](CC3)NC(OCC)=O